7-methyl-5-oxo-8-(((trifluoromethyl)sulfonyl)oxy)-1,5-dihydro-2H-chromeno[3,4-c]pyridine-3(4H)-carboxylate CC1=C(C=CC2=C1OC(C=1CN(CCC12)C(=O)[O-])=O)OS(=O)(=O)C(F)(F)F